5-[5-chloro-1-methylpyrrolo[2,3-c]pyridin-2-yl]-4-cyclopropyloxy-6-methoxypyrimidine ClC=1C=C2C(=CN1)N(C(=C2)C=2C(=NC=NC2OC)OC2CC2)C